N-(5-(5-chloro-6-fluoro-7-methoxy-1H-indazol-4-yl)pyrazolo[1,5-a]pyridin-2-yl)-2-fluorocyclopropane-1-carboxamide ClC=1C(=C2C=NNC2=C(C1F)OC)C1=CC=2N(C=C1)N=C(C2)NC(=O)C2C(C2)F